tert-butyl 2-(2-(5-(3,5-dichloro-4-fluorophenyl)-5-(trifluoromethyl)-4,5-dihydroisoxazol-3-yl)-2,3-dihydro-1H-pyrrolo[3,4-c]pyridine-6-carbonyl)-1-methylhydrazine-1-carboxylate ClC=1C=C(C=C(C1F)Cl)C1(CC(=NO1)N1CC=2C=NC(=CC2C1)C(=O)NN(C(=O)OC(C)(C)C)C)C(F)(F)F